2-(4-(4-(8-(3,5-difluoro-4-(morpholinomethyl)phenyl)quinoxalin-2-yl)-1H-pyrazol-1-yl)piperidin-1-yl)-N-(8-((2-(2,6-dioxopiperidin-3-yl)-1,3-dioxoisoindolin-5-yl)amino)octyl)acetamide FC=1C=C(C=C(C1CN1CCOCC1)F)C=1C=CC=C2N=CC(=NC12)C=1C=NN(C1)C1CCN(CC1)CC(=O)NCCCCCCCCNC=1C=C2C(N(C(C2=CC1)=O)C1C(NC(CC1)=O)=O)=O